CN1C(OC2=C1C=C(C=C2)C=2NC1=CC=C(C=C1C2)C(=O)O)=O 2-(3-methyl-2-oxo-2,3-dihydrobenzo[d]oxazol-5-yl)-1H-indole-5-carboxylic acid